FC=1C=CC(=C(C1)[C@@H](C)NC=1C=CC=2N(N1)C=CN2)OC N-((R)-1-(5-fluoro-2-methoxyphenyl)ethyl)imidazo[1,2-b]pyridazin-6-amine